C(C)(C)(C)OC(=O)N1CCC(CC1)C1=CN(C2=CN=CC=C21)C2=C(C=C(C=C2)F)C(N(C(C)C)C(C)C)=O.C(C)O[Si](C2=CC(=CC=C2)[Si](OCC)(OCC)OCC)(OCC)OCC 1,3-bis(triethoxysilyl)benzene tert-butyl-4-(1-{2-[di(propan-2-yl)carbamoyl]-4-fluorophenyl}-1H-pyrrolo[2,3-c]pyridin-3-yl)piperidine-1-carboxylate